[Si](C1=CC=CC=C1)(C1=CC=CC=C1)(C(C)(C)C)OC1CC(C(CC1)OC(=O)N1CCNCC1)F (4-[tert-butyl(diphenyl)silyl]oxy-2-fluorocyclohexyl)piperazine-1-carboxylate